CN1CCN(CC1)C(=O)O[C@@H]1CC[C@H](CC1)C(N(C[C@@H]1CC[C@H](CC1)C1=NC(=C(C=C1)OC)C)C1=NC=CC(=C1)C=1N=C(OC1)C1CC1)=O trans-4-((4-(2-Cyclopropyloxazol-4-yl)pyridine-2-yl)-((trans-4-(5-methoxy-6-methylpyridin-2-yl)cyclohexyl)meth-yl)carbamoyl)cyclohexyl 4-methyl-piperazine-1-carboxylate